(R)-tert-Butyl 3-((S)-2-(((allyloxy)carbonyl)amino)-3-methoxy-N-methylpropanamido)-3-(4-chlorobenzyl)piperidine-1-carboxylate C(C=C)OC(=O)N[C@H](C(=O)N(C)[C@@]1(CN(CCC1)C(=O)OC(C)(C)C)CC1=CC=C(C=C1)Cl)COC